3-(5-((7-((2-isopropyl-5-methylcyclohexyl)oxy)heptyl)amino)-2-methyl-4-oxoquinazoline-3(4H)-yl)piperidine-2,6-dione C(C)(C)C1C(CC(CC1)C)OCCCCCCCNC1=C2C(N(C(=NC2=CC=C1)C)C1C(NC(CC1)=O)=O)=O